[Si](C)(C)(C(C)(C)C)O[C@H]1[C@H]([C@@H](C[C@@H]1CO)N1C(NC(C=C1)=O)=O)OC 1-((1R,2S,3R,4R)-3-((tert-butyldimethylsilyl)oxy)-4-(hydroxymethyl)-2-methoxy-cyclopentyl)pyrimidine-2,4(1H,3H)-dione